2-acetyl-6-methoxybenzofuran-4-carboxylic acid methyl ester COC(=O)C=1C=C(C=C2C1C=C(O2)C(C)=O)OC